(4-(Chloro-methyl)phenyl)(ethyl)(imino)-λ6-sulfanone ClCC1=CC=C(C=C1)S(=O)(=N)CC